3-(((E)-(9-benzyl-1-(2-thienyl)-beta-carbolin-3-yl)methylene)hydrazino)indol-2-one C(C1=CC=CC=C1)N1C2=CC=CC=C2C=2C=C(N=C(C12)C=1SC=CC1)\C=N\NC=1C(N=C2C=CC=CC12)=O